N1C(=NC2=C1C=CC=C2)[C@@H]2[C@H](C2)C(=O)N[C@@H](C(=O)N(C2=CC=C(C=C2)C(F)(F)F)C)C (1S,2S)-2-(1H-benzo[d]imidazol-2-yl)-N-((R)-1-(methyl(4-(trifluoromethyl)phenyl)amino)-1-oxopropan-2-yl)cyclopropane-1-carboxamide